2,2-dioxido-1,2-oxathiolan-4-yl acetate C(C)(=O)OC1CS(OC1)(=O)=O